6-bromo-(2-bromophenyl)-2-methylsulfanyl-4-oxo-3,4-dihydroquinazoline BrC=1C=C2C(N(C(=NC2=CC1)SC)C1=C(C=CC=C1)Br)=O